(2-methyl-5-octyl-1,4-phenylene)bis(4,4,5,5-tetramethyl-1,3,2-dioxaborolan) CC1=C(C=C(C(=C1)B1OC(C(O1)(C)C)(C)C)CCCCCCCC)B1OC(C(O1)(C)C)(C)C